N-(4-((10H-benzo[b]pyrido[2,3-e][1,4]oxazin-4-yl)oxy)phenyl)-N'-cyclopropylcyclopropane-1,1-dicarboxamide N1=CC=C(C2=C1NC1=C(O2)C=CC=C1)OC1=CC=C(C=C1)NC(=O)C1(CC1)C(=O)NC1CC1